C(C)(C)(C)OC([C@@H](COC1=CC=C(C=C1)C=1C=NN(C1)CCN1CCOCC1)O)=O (R)-2-hydroxy-3-(4-(1-(2-morpholinoethyl)-1H-pyrazol-4-yl)phenoxy)propanoic acid tert-butyl ester